1,8-dimercapto-3,6-dithia-octane SCCSCCSCCS